FC=1C=C2C(=CC(=NC2=CC1)C(F)(F)F)CN1N=C2N([C@@H](CCC2)C(=O)N2CCCC2)C1=O (5S)-2-{[6-Fluoro-2-(trifluoromethyl)quinolin-4-yl]methyl}-5-(pyrrolidin-1-ylcarbonyl)-5,6,7,8-tetrahydro[1,2,4]triazolo[4,3-a]pyridin-3(2H)-one